BrC1=C2C(=C(C(NC2=C(C=C1OC)C)=O)CC)C 5-bromo-3-ethyl-6-methoxy-4,8-dimethylquinolin-2(1H)-one